5,8,11-Trioxa-2-azatridecan-13-ol CNCCOCCOCCOCCO